[Na].[O].[Mn].[Na] sodium manganese oxygen sodium